N[C@@H]1CN(CC[C@H]1F)C1=NC2=C(N1CC(=O)N1CCCC3=CC=CN=C13)C=C(C(=C2)F)F 2-(2-((3R,4R)-3-Amino-4-fluoropiperidin-1-yl)-5,6-difluoro-1H-benzo[d]imidazol-1-yl)-1-(3,4-dihydro-1,8-naphthyridin-1(2H)-yl)ethanon